F[C@H](C(=O)NC1=CC=2C(C=3N=C(N=CC3C2C=C1)C(F)(F)F)=O)C (S)-2-fluoro-N-(9-oxo-2-(trifluoromethyl)-9H-indeno[2,1-d]pyrimidin-7-yl)propionamide